CC1=CC(=O)C2=C(O1)C=C3C=C(C(=C(C3=C2O)OC)C4=C5C(=C(C6=C4C=C(C=C6OC)OC)O)C(=O)CC(O5)(C)O)OC The molecule is a dimeric naphthopyran with formula C32H28O11, originally isolated from Aspergillus niger. It has a role as an Aspergillus metabolite. It is a biaryl, an aromatic ether, an aromatic ketone, a cyclic hemiketal, a cyclic ketone, a polyphenol and a naphtho-gamma-pyrone.